[C@H]1(CCC2=CC=CC=C12)N(C(OC(C)(C)C)=O)C tert-butyl (R)-(2,3-dihydro-1H-inden-1-yl)(methyl)carbamate